3-ACETYL-4,5-DIMETHYL-1H-PYRROLE-2-CARBOXYLIC ACID C(C)(=O)C1=C(NC(=C1C)C)C(=O)O